3-(3-(3-bromopyridin-2-yl)-1H-pyrazol-5-yl)-1-(4-methoxybenzyl)-3-methylpyrrolidin-2-one BrC=1C(=NC=CC1)C1=NNC(=C1)C1(C(N(CC1)CC1=CC=C(C=C1)OC)=O)C